C(#N)C=1C=NN2C1C(=CC(=C2)C=2CCOCC2)C=2C=CC(=NC2)C21CNCC(N2)C1 (5-(3-cyano-6-(3,6-dihydro-2H-pyran-4-yl)pyrazolo[1,5-a]pyridin-4-yl)pyridin-2-yl)-3,6-diazabicyclo[3.1.1]heptane